(rac)-2-(2-(benzyloxy)ethyl)-1-tosylaziridine C(C1=CC=CC=C1)OCCC1N(C1)S(=O)(=O)C1=CC=C(C)C=C1